FC(C(C1(CO1)CO)O)C 4-fluoro-2-(hydroxymethyl)epoxypentan-3-ol